C(C)(C)O[In](OC(C)C)OC(C)C tris(isopropoxy)indium (III)